3-(3-methyl-2-piperazin-1-yl-benzimidazol-5-yl)piperidine-2,6-dione CN1C(=NC2=C1C=C(C=C2)C2C(NC(CC2)=O)=O)N2CCNCC2